FCC1OCC(C1O)O (fluoromethyl)oxolane-3,4-diol